Cl.O=C1C(C(CC(C1)C1=CC=CC=C1)=O)=CN[C@@H](CC1=CC=CC=C1)C(=O)OCCN 2-aminoethyl ((2,6-dioxo-4-phenylcyclohexylidene) methyl)-L-phenylalaninate hydrochloride